CN1C=C(C=CC1=O)C(=O)NOC(C)(C)C 1-methyl-N-[(2-methylpropan-2-yl)oxy]-6-oxopyridine-3-carboxamide